5-{4-cyclopropyl-6-[(3R,5S)-3,5-dimethylpiperazin-1-yl]-1,8-naphthyridin-2-yl}-2,7-dimethylindazol-6-ol C1(CC1)C1=CC(=NC2=NC=C(C=C12)N1C[C@H](N[C@H](C1)C)C)C1=CC2=CN(N=C2C(=C1O)C)C